phenyl(3-(morpholinomethyl)-5-(trifluoromethoxy)phenyl)carbamate C1(=CC=CC=C1)OC(NC1=CC(=CC(=C1)OC(F)(F)F)CN1CCOCC1)=O